5-chloro-7-(2,4-difluorophenyl)-2-methyl-thiazolo[4,5-d]pyrimidine ClC=1N=C(C2=C(N1)N=C(S2)C)C2=C(C=C(C=C2)F)F